FC(OC1=CC=C(C=C1)C(NC(=O)C=1C(NC(=CC1)C(F)(F)F)=O)C1=CC=C(C=C1)OC(F)(F)F)(F)F N-(bis(4-(trifluoromethoxy)phenyl)methyl)-2-oxo-6-(trifluoromethyl)-1,2-dihydropyridine-3-carboxamide